2-[(3-chloro-4-fluorophenyl)-[[1-(2,2-difluoroethyl)cyclopropyl]methoxy]methyl]-5-methyl-4-methylsulfonyl-1H-imidazole ClC=1C=C(C=CC1F)C(C=1NC(=C(N1)S(=O)(=O)C)C)OCC1(CC1)CC(F)F